O=C1NC(CCC1NC1=CC(=C(C=C1)N1CCC(CC1)N1CC2(C1)CC(C2)C(=O)OC(C)(C)C)F)=O tert-butyl 2-(1-(4-((2,6-dioxopiperidin-3-yl)amino)-2-fluorophenyl)piperidin-4-yl)-2-azaspiro[3.3]heptane-6-carboxylate